C1(CCCC1)C=1N(C=C(N1)C(=O)N[C@H](CC(=O)N(C=1SC=CN1)C)CCN1CC(CCC1)(F)F)C1=C(C=CC=C1)C(F)(F)F (3S)-3-({2-cyclopentyl-1-[2-(trifluoromethyl)phenyl]-1H-imidazol-4-yl}formamido)-5-(3,3-difluoropiperidin-1-yl)-N-methyl-N-(1,3-thiazol-2-yl)pentanamide